C(#N)C1=CC(=C(OCC2=CC=CC(=N2)OC2CCN(CC2)CC2=NC3=C(N2C)C=CC=C3OCC)C=C1)F 2-((4-((6-((4-Cyano-2-fluorophenoxy)methyl)pyridin-2-yl)oxy)piperidin-1-yl)methyl)-4-ethoxy-1-methyl-1H-benzo[d]imidazole